(1R,4R)-4-(2-(((R)-2-(3-fluorophenyl)-2-hydroxyethyl)amino)-2-methylpropyl)cyclohexane-1-sulfonamide hydrochloride Cl.FC=1C=C(C=CC1)[C@H](CNC(CC1CCC(CC1)S(=O)(=O)N)(C)C)O